C(C)OC(=O)C=1C(=NC(=NC1)Cl)OC1=CC=CC=C1 2-chloro-4-phenoxy-pyrimidine-5-carboxylic acid ethyl ester